CC1(CC1)NC(O[C@H]1CO[C@H](C1)C1=CC(=NN1C(C)(C)C)NC(=O)C1=CC(=NN1C)Br)=O (3R,5R)-5-(3-(3-bromo-1-methyl-1H-pyrazole-5-carboxamido)-1-(tert-butyl)-1H-pyrazol-5-yl)tetrahydrofuran-3-yl (1-methylcyclopropyl)carbamate